10α-pregna-5,7-diene CC[C@H]1CC[C@H]2C3=CC=C4CCCC[C@@]4(C)[C@H]3CC[C@]12C